2-[2-(6,7-dihydro-5H-pyrrolo[1,2-c]imidazol-3-yl)ethoxy]-6-(8-ethyl-7-fluoro-3-hydroxy-1-naphthyl)-4-(1,4-oxazepan-4-yl)-7H-pyrrolo[3,4-d]pyrimidin-5-one C1=C2N(C(=N1)CCOC=1N=C(C3=C(N1)CN(C3=O)C3=CC(=CC1=CC=C(C(=C31)CC)F)O)N3CCOCCC3)CCC2